N-(4-(N-(3-methoxypyrazin-2-yl)sulfamoyl)phenyl)-3-(5-nitrothiophen-2-yl)acrylamide COC=1C(=NC=CN1)NS(=O)(=O)C1=CC=C(C=C1)NC(C=CC=1SC(=CC1)[N+](=O)[O-])=O